2-[(3-cyano-2-phenyl-propanoyl)amino]-4-[cyclopropyl-[4-(5,6,7,8-tetrahydro-1,8-naphthyridin-2-yl)butyl]amino]butanoic acid C(#N)CC(C(=O)NC(C(=O)O)CCN(CCCCC1=NC=2NCCCC2C=C1)C1CC1)C1=CC=CC=C1